3-[5-(8-dimethylamino-2-oxo-8-phenyl-1,3-diazaspiro[4.5]decan-3-yl)-pyrimidin-2-yl]-benzamide CN(C1(CCC2(CN(C(N2)=O)C=2C=NC(=NC2)C=2C=C(C(=O)N)C=CC2)CC1)C1=CC=CC=C1)C